C(C)(C)(C)OC(=O)N([C@@H](CNC1=C(SC2=C1C=1N=CC(=NC1C=C2)OC)C(=O)OC)C)C methyl (R)-9-((2-((tert-butoxycarbonyl)(methyl)amino)propyl)amino)-3-methoxythieno[3,2-f]quinoxaline-8-carboxylate